1-dodecyl-6-oxopiperidine-2-carboxylic acid C(CCCCCCCCCCC)N1C(CCCC1=O)C(=O)O